C(C)(C)(C)OC(=O)N1CCC(CC1)CSC1=CC=NC2=CC(=CC=C12)C(F)(F)F 4-(((7-(Trifluoromethyl)quinolin-4-yl)thio)methyl)piperidine-1-carboxylic acid tert-butyl ester